α-Cedrol C[C@@H]1CC[C@@H]2[C@]13CC[C@@]([C@H](C3)C2(C)C)(C)O